C1(CC1)C1=C(C=C(C(=C1)I)C)N(C(C#CC)=O)C1=CC=C2C(=N1)C(=NN2C)OC2CCC(CC2)(C(=O)O)C 4-({5-[N-(2-cyclopropyl-4-iodo-5-methylphenyl)but-2-ynamido]-1-methylpyrazolo[4,3-b]pyridin-3-yl}oxy)-1-methylcyclohexane-1-carboxylic acid